FC(C(F)(F)F)(C=1C=C(C=2C=CC=3N(C2N1)C=C(N3)C(=O)OCC)C(F)(F)F)F ethyl 2-(perfluoroethyl)-4-(trifluoromethyl)imidazo[1,2-a][1,8]naphthyridine-8-carboxylate